COC(=O)C=1C(NC(C1O)CC1=CC=CC=C1)=O 5-benzyl-4-hydroxy-2-oxo-2,5-dihydro-1H-pyrrole-3-carboxylic acid methyl ester